1-(4-(((1S,3'R,4'S,5'S,6'R)-5-Chloro-3',4',5'-trihydroxy-6'-methyl-3',4',5',6'-tetrahydro-3H-spiro[isobenzofuran-1,2'-pyran]-6-yl)methyl)-phenyl)cyclopropan-1-formonitril ClC=1C=C2CO[C@]3(O[C@@H]([C@H]([C@@H]([C@H]3O)O)O)C)C2=CC1CC1=CC=C(C=C1)C1(CC1)C#N